C(C)(C)(C)C1=NC(=NO1)C1=CC=C(C=C1)C(=O)N1CC2(C1)CC(C2)O [4-(5-tert-butyl-1,2,4-oxadiazol-3-yl)phenyl]-(6-hydroxy-2-azaspiro[3.3]heptan-2-yl)methanone